4-(2,3-difluorophenyl)-2-methylthiophene FC1=C(C=CC=C1F)C=1C=C(SC1)C